4-(4-phenoxyphenyl)piperidin-1-ium chloride [Cl-].O(C1=CC=CC=C1)C1=CC=C(C=C1)C1CC[NH2+]CC1